C[C@H]1N(CCN(C1)C(=O)O)C(=O)O (R)-2-methylpiperazine-1,4-dicarboxylic acid